BrC=1C=CC(=NC1)CCC(=O)N(C)C 3-(5-Bromopyridin-2-yl)-N,N-dimethylpropanamide